FC(OC(OC(C(=O)NCCCN(C)C)(F)F)(F)F)(OC(F)(F)F)F 2-((difluoro(trifluoromethoxy)methoxy)difluoromethoxy)-N-(3-(dimethylamino)propyl)-2,2-difluoroacetamide